[4-chloro-3-(3-fluoro-5-trifluoromethylbenzoylamino)phenyl]carbamic acid t-butyl ester C(C)(C)(C)OC(NC1=CC(=C(C=C1)Cl)NC(C1=CC(=CC(=C1)C(F)(F)F)F)=O)=O